N1-(2-(6-methoxypyridin-3-yl)quinolin-4-yl)-N3,N3-dimethylpropane-1,3-diamine COC1=CC=C(C=N1)C1=NC2=CC=CC=C2C(=C1)NCCCN(C)C